3-(3-Ethoxy-4-methoxyphenyl)-1-(4-hydroxyphenyl)prop-2-en-1-one C(C)OC=1C=C(C=CC1OC)C=CC(=O)C1=CC=C(C=C1)O